diphospholane C1CPPC1